N-(3-(3-(N,2-dimethylpropan-2-ylsulfinamido)oxetan-3-yl)phenyl)-3-oxobutanamide CN(S(=O)C(C)(C)C)C1(COC1)C=1C=C(C=CC1)NC(CC(C)=O)=O